1-(2,2-dicyclopropylcyclopropyl)4-methoxybenzene tert-butyl-(S)-(6-chloro-3-isopropylimidazo[1,2-a]pyrazin-8-yl)(1-phenylethyl)Carbamate C(C)(C)(C)OC(N([C@@H](C)C1=CC=CC=C1)C=1C=2N(C=C(N1)Cl)C(=CN2)C(C)C)=O.C2(CC2)C2(C(C2)C2=CC=C(C=C2)OC)C2CC2